C1(CC1)S(=O)(=O)N1CCC(CC1)COC=1C(C=C(OC1)CN1CC2=CC=C(C=C2C1)F)=O 5-((1-(cyclopropylsulfonyl)piperidin-4-yl)methoxy)-2-((5-fluoroisoindolin-2-yl)methyl)-4H-pyran-4-one